O[C@]1(COCC2=CC=C(C=C12)C(=O)O)C (4R)-4-hydroxy-4-methylisochroman-6-carboxylic acid